C1(CCCCC1)C[C@@H](C(N[C@H](C=O)C[C@H]1C(NCC1)=O)=O)NC(=O)C1(C2=CC=CC=C2C=2C=CC=CC12)O N-((S)-3-cyclohexyl-1-oxo-1-(((S)-1-oxo-3-((S)-2-oxopyrrolidin-3-yl)propan-2-yl)amino)propan-2-yl)-9-hydroxy-9H-fluorene-9-carboxamide